3-cyano-2,5,6-trifluoropyridine C(#N)C=1C(=NC(=C(C1)F)F)F